COC(CCO)C 3-methoxybutanol